2-(methylsulfonamido)-5-((trifluoromethyl)thio)benzoic Acid CS(=O)(=O)NC1=C(C(=O)O)C=C(C=C1)SC(F)(F)F